4-((S)-1-cyclopropylpropylamino)-2-((1r,4S)-4-hydroxycyclohexylamino)pyrimidine-5-carboxamide C1(CC1)[C@H](CC)NC1=NC(=NC=C1C(=O)N)NC1CCC(CC1)O